(1aR,5aR)-2-(2,4-Difluoro-phenyl)-1a,2,5,5a-tetrahydro-1H-2,3-diaza-cyclopropa[a]pentalene-4-carboxylic acid [1-(4-methoxy-phenyl)-cyclobutyl]-amide COC1=CC=C(C=C1)C1(CCC1)NC(=O)C=1C=2C[C@@H]3[C@H](C2N(N1)C1=C(C=C(C=C1)F)F)C3